FC1=CC=C(CC2=CC3=C(NC2=O)C(CN3C(CN3[C@H](CN[C@@H](C3)C)CN3C[C@H](CCC3)NC(C)=O)=O)(C)C)C=C1 N-((S)-1-(((2r,5r)-1-(2-(6-(4-fluorobenzyl)-3,3-dimethyl-5-oxo-2,3,4,5-tetrahydro-1H-pyrrolo[3,2-b]pyridin-1-yl)-2-oxoethyl)-5-methylpiperazin-2-yl)methyl)piperidin-3-yl)acetamide